N-(5-(1,1-difluoropropyl)-4-((6-(3-methoxyazetidin-1-yl)-[1,2,4]triazolo[1,5-a]pyridin-2-yl)amino)pyridin-2-yl)cyclopropanecarboxamide FC(CC)(F)C=1C(=CC(=NC1)NC(=O)C1CC1)NC1=NN2C(C=CC(=C2)N2CC(C2)OC)=N1